C(C)(C)(C)OC(=O)N1C[C@H](OCCC1)CO.CNC1(CC=NC=C1)NC 4,4-dimethylaminopyridine tert-butyl-(2S)-2-(hydroxymethyl)-1,4-oxazepane-4-carboxylate